5-bromo-1,2-difluoro-3-propoxy-benzene BrC=1C=C(C(=C(C1)F)F)OCCC